2-(((1r,4r)-4-(((5-methylpyridin-3-yl)(phenyl)carbamoyl-oxy)methyl)cyclohexyl)methoxy)acetic acid CC=1C=C(C=NC1)N(C(=O)OCC1CCC(CC1)COCC(=O)O)C1=CC=CC=C1